CC(C)CCCCCCCCCCCC(=O)O The molecule is a branched-chain saturated fatty acid comprising tetradecanoic (myristic) acid substituted at position 13 by a methyl group. It is a long-chain fatty acid, a branched-chain saturated fatty acid and a methyl-branched fatty acid. It is a conjugate acid of an isopentadecanoate.